C1(CCCC1)N(C(=O)N)C cyclopentyl-1-methylurea